FC(C(=O)O)(F)F.FC(C(=O)O)(F)F.C1(CC1)N1C(=NN=C1C1=C(C=C(C=C1)C=1CCNCC1)F)C1=C(C=C(C=C1)C=1CCNCC1)F 4,4'-((4-cyclopropyl-4H-1,2,4-triazole-3,5-diyl)bis(3-fluoro-4,1-phenylene))bis(1,2,3,6-tetrahydropyridine) bistrifluoroacetic acid salt